FC1=C(C(=CC=C1)O)C1=C(C(=NC2=CC(=CC=C12)C1=C(N=CS1)C)N1CC2(CN(C2)C(C=C)=O)CC1)C#N (M)-4-(2-fluoro-6-hydroxyphenyl)-7-(4-methyl-1,3-thiazol-5-yl)-2-(2-(2-propenoyl)-2,6-diazaspiro[3.4]octan-6-yl)-3-quinolinecarbonitrile